cis-methyl (3R,4R)-3-methylpiperidine-4-carboxylate C[C@H]1CNCC[C@H]1C(=O)OC